3-(difluoromethyl)-1-((1r,4r)-4-((5-(3-(1-(2,6-dioxopiperidine-3-yl)-3-methyl-1H-indazol-4-yl)propoxy)hexahydrocyclopenta[C]pyrrol-2(1H)-yl)methyl)cyclohexyl)-1H-pyrazole FC(C1=NN(C=C1)C1CCC(CC1)CN1CC2C(C1)CC(C2)OCCCC2=C1C(=NN(C1=CC=C2)C2C(NC(CC2)=O)=O)C)F